1-[4-(cyanomethyl)-1-[(4-cyclohexylphenyl)methyl]-3-fluoro-4-piperidyl]-3-(cyclopropanecarbonylamino)pyrazole-4-carboxamide C(#N)CC1(C(CN(CC1)CC1=CC=C(C=C1)C1CCCCC1)F)N1N=C(C(=C1)C(=O)N)NC(=O)C1CC1